4-(4-fluoro-3-methyl-phenyl)sulfonylmorpholin (+/-)-tert-Butyl-6-{[trans-1-(tert-Butoxycarbonyl)-4-(4-cyanophenyl)pyrrolidin-3-yl]methoxy}-1-oxoisoindoline-2-carboxylate C(C)(C)(C)OC(=O)N1C(C2=CC(=CC=C2C1)OC[C@@H]1CN(C[C@H]1C1=CC=C(C=C1)C#N)C(=O)OC(C)(C)C)=O.FC1=C(C=C(C=C1)S(=O)(=O)N1CCOCC1)C |r|